N-(3-(4'-(((R)-tetrahydrofuran-3-yl)oxy)-4,5,5',6'-tetrahydro-2H-spiro[furan-3,8'-pyrano[3,4-b]pyridin]-2'-yl)-1H-pyrrolo[2,3-c]pyridin-5-yl)acetamide O1C[C@@H](CC1)OC1=C2C(=NC(=C1)C1=CNC3=CN=C(C=C31)NC(C)=O)C3(OCC2)COCC3